FC1(CCC(CC1)[C@@H](C=1N=C2N(N=C(C(=C2)N(CC(F)(F)F)C)CO)C1)NC(OCC1=CC=CC=C1)=O)F benzyl (S)-((4,4-difluorocyclohexyl)(6-(hydroxymethyl)-7-(methyl(2,2,2-trifluoroethyl)amino)imidazo[1,2-b]pyridazin-2-yl)methyl)carbamate